NC1CN(CC1)C1=NC=C(C=N1)CNC(=O)NC=1SC=C(N1)C(C)(C)C1=CC=C(C=C1)Br 1-((2-(3-aminopyrrolidin-1-yl)pyrimidin-5-yl)meth-yl)-3-(4-(2-(4-bromophenyl)propan-2-yl)thiazol-2-yl)urea